ClC1=C(C=C(C=C1)F)[C@@H]1[C@@H](CN(C1)C(=O)OC(C)(C)C)C(=O)OCC |r| rac-1-(tert-butyl) 3-ethyl (3S,4S)-4-(2-chloro-5-fluorophenyl)pyrrolidine-1,3-dicarboxylate